C(C)(=O)C1=CN(C2=CC(=CC=C12)O)CC(=O)N1CCC(CC1)C(=O)O 1-(2-(3-acetyl-6-hydroxy-1H-indol-1-yl)acetyl)piperidine-4-carboxylic acid